C(C1=CC=CC=C1)OC=1C=2CCC2C=C(C1)F 2-(benzyloxy)-4-fluoro-bicyclo[4.2.0]Octane-1(6),2,4-triene